6-[(2,6-difluoro-4-pyridyl)amino]-3-methoxy-N-[(3-methyltetrahydrofuran-3-yl)methyl]pyridine-2-carboxamide FC1=NC(=CC(=C1)NC1=CC=C(C(=N1)C(=O)NCC1(COCC1)C)OC)F